2-methoxy-4-morpholinyl-N-(1-(5-(thiophen-2-yl)-1,3,4-oxadiazol-2-yl)cyclopropyl)benzamide COC1=C(C(=O)NC2(CC2)C=2OC(=NN2)C=2SC=CC2)C=CC(=C1)N1CCOCC1